C1(CC1)C=1NC(=NN1)C1CC2(CN(C2)C(=O)N2CC3(C2)CC(C3)CC3=CC(=CC(=C3)C(F)(F)F)P(=O)(C)C)C1 [6-(5-cyclopropyl-4H-1,2,4-triazol-3-yl)-2-azaspiro[3.3]heptan-2-yl]-[6-[3-dimethylphosphoryl-5-(trifluoromethyl)benzyl]-2-azaspiro[3.3]heptan-2-yl]methanone